N-(2-(Methyl(tetradecyl)amino)acetyl)-N-methyl-D-glucamine CN(CC(=O)N(C[C@H](O)[C@@H](O)[C@H](O)[C@H](O)CO)C)CCCCCCCCCCCCCC